Fmoc-L-3-(2-Thienyl)L-alanine C(=O)(OCC1C2=CC=CC=C2C2=CC=CC=C12)N[C@@H](CC=1SC=CC1)C(=O)O